2'-Methoxy-4,4'-diacetoxy-6'-[[(S)-1-[4-(trifluoromethylsulfonyloxy)phenyl]-5-oxo-7-[4-(tetrahydro-2H-pyran-2-yloxy)phenyl]-3-heptenyl]oxy]chalcone COC1=C(C(/C=C/C2=CC=C(C=C2)OC(C)=O)=O)C(=CC(=C1)OC(C)=O)O[C@@H](CC=CC(CCC1=CC=C(C=C1)OC1OCCCC1)=O)C1=CC=C(C=C1)OS(=O)(=O)C(F)(F)F